(1S,2S,5R)-1-hydroxy-N-(2-hydroxyethyl)-2-isopropyl-5-methylcyclohexane-1-carboxamide O[C@@]1([C@@H](CC[C@H](C1)C)C(C)C)C(=O)NCCO